C=1([O-])C([O-])=CC=CC1.[K+].[K+] dipotassium catecholate